ClC1=C(C(=CC=C1)Cl)COC=1C=NC(=NC1)N1C[C@@H](OCC1)CN [(2S)-4-{5-[(2,6-dichlorophenyl)methoxy]pyrimidin-2-yl}morpholin-2-yl]methanamine